ClC1=C(C(=O)[C@](N)(CC(C)C)C(=O)N[C@@H](C[C@H]2C(NCC2)=O)C#N)C=CC(=C1)S(=O)(=O)C 2-[2-chloro-4-(methylsulfonyl)benzoyl]-N-{(1S)-1-cyano-2-[(3S)-2-oxopyrrolidin-3-yl]ethyl}-L-leucinamide